O=C1N(C(C=C1)=O)CCCCCCCCCCCC(=O)N 12-(2,5-dioxo-2,5-dihydro-1H-pyrrol-1-yl)dodecanamide